6-[5,6-difluoro-1-(oxan-2-yl)indazol-3-yl]-4-methyl-1-(4-methylbenzenesulfonyl)-3,4-dihydro-2H-1,5-naphthyridine FC=1C=C2C(=NN(C2=CC1F)C1OCCCC1)C=1N=C2C(CCN(C2=CC1)S(=O)(=O)C1=CC=C(C=C1)C)C